8-fluoro-3,4-dihydro-1H-quinolin-2-one hydrochloride Cl.FC=1C=CC=C2CCC(NC12)=O